CNC1CC(CN(C1)C(=O)OC(C)(C)C)C(=O)OC 1-(tert-butyl) 3-methyl 5-(methylamino)piperidine-1,3-dicarboxylate